pyrimidine-6-carbohydrazide N1=CN=CC=C1C(=O)NN